FC=1C=C2C(=CNC(C2=CC1F)=O)[C@@H](C)N(C(=O)C=1N=C2N(C=CC=C2)C1)C (R)-N-(1-(6,7-difluoro-1-oxo-1,2-dihydroisoquinolin-4-yl)ethyl)-N-methylimidazo[1,2-a]pyridine-2-carboxamide